(S)-N-(7-((3-hydroxyazetidin-3-yl)ethynyl)-5-methyl-4-oxo-2,3,4,5-tetrahydrobenzo[b][1,4]oxazepin-3-yl)-4-phenoxypyridineamide OC1(CNC1)C#CC1=CC2=C(OC[C@@H](C(N2C)=O)NC(=O)C2=NC=CC(=C2)OC2=CC=CC=C2)C=C1